[Si](C1=CC=CC=C1)(C1=CC=CC=C1)(C(C)(C)C)OC[C@H]1[C@H](C1)CO ((1S,2R)-2-(((tert-butyldiphenylsilyl)oxy)methyl)cyclopropyl)methanol